CC1(CCC1)NCC1=CC(=C2CN(C(C2=C1)=O)C1=CC(=CC=C1)[C@@](C(F)(F)F)(C1=NN=CN1C)O)C(F)(F)F (S)-6-(((1-methylcyclobutyl)amino)methyl)-2-(3-(2,2,2-trifluoro-1-hydroxy-1-(4-methyl-4H-1,2,4-triazol-3-yl)ethyl)phenyl)-4-(trifluoromethyl)isoindolin-1-one